ClC=1C(=C(C=CC1)NC1=C(NC2=C1C(NCC2)=O)C2=CC=NC=1NC(C(=NC12)OC)=O)OC 8-(3-((3-chloro-2-methoxyphenyl)amino)-4-oxo-4,5,6,7-tetrahydro-1H-pyrrolo[3,2-c]pyridin-2-yl)-2-methoxypyrido[2,3-b]pyrazin-3(4H)-one